8-(methoxymethyl)-8-methyl-3-azabicyclo[3.2.1]octan COCC1(C2CNCC1CC2)C